P(=O)(OC1=CC=C2C(=CNC2=C1)CCN1CCCC1)([O-])[O-] 3-(2-(pyrrolidin-1-yl) ethyl)-1H-indol-6-yl phosphate